(5-(pyrrolidine-1-carbonyl)-1,4,5,6-tetrahydropyrrolo[3,4-c]pyrazol-3-yl)methanone tert-Butyl-6-(chlorosulfonyl)-3,4-dihydroisoquinoline-2(1H)-carboxylate C(C)(C)(C)OC(=O)N1CC2=CC=C(C=C2CC1)S(=O)(=O)Cl.N1(CCCC1)C(=O)N1CC=2NN=C(C2C1)C=O